BrC1=C(C=CC=C1)N1C2=CC=CC=C2C=2C=C(C=CC12)[Si](C1=CC=CC=C1)(C1=CC=CC=C1)C1=CC=CC=C1 9-(2-bromophenyl)-3-(triphenylsilyl)-9H-carbazole